OCC1C[C@H](N(C1)C)C(=O)O 4-hydroxymethyl-N-methyl-proline